C1(CC1)C1=CC(=NN1)NC(CC)=O 1-((5-cyclopropyl-1H-pyrazol-3-yl)amino)-1-oxopropan